C(C)(C)(C)C1=C(C(C(=O)O)=CC(=C1)C(C)(C)C)O 3,5-ditert-butyl-salicylic acid